C(#N)C1=C(C=CC(=C1)C)S(=O)(=O)Cl 2-cyano-4-methylbenzene-1-sulfonyl chloride